N1(CCC1)CC1=CC(=C2CN(C(C2=C1)=O)C1=CC(=CC=C1)C1(CC(C1)OC)C1=NN=CN1C)C(F)(F)F 6-(azetidin-1-ylmethyl)-2-(3-((1r,3r)-3-methoxy-1-(4-methyl-4H-1,2,4-triazol-3-yl)cyclobutyl)phenyl)-4-(trifluoromethyl)isoindolin-1-one